C1(CC1)N1N=CC(=C1)NC1=NC=C(C(=N1)C1=CC(=C(OCC2(CC2)C#N)C=C1)F)C 1-((4-(2-((1-cyclopropyl-1H-pyrazol-4-yl)amino)-5-methylpyrimidin-4-yl)-2-fluorophenoxy)methyl)cyclopropanecarbonitrile